methyl (E)-5-(3-(3-chloro-2-oxo-5,6-dihydroxypyridin-1(2H)-yl)-3-oxoprop-1-en-1-yl)-2-methoxybenzoate ClC=1C(N(C(=C(C1)O)O)C(/C=C/C=1C=CC(=C(C(=O)OC)C1)OC)=O)=O